N-[4-[Chloro(difluoro)methoxy]phenyl]-1-(5-chloro-3-pyridyl)-6-oxo-pyridine-3-carboxamide ClC(OC1=CC=C(C=C1)NC(=O)C1=CN(C(C=C1)=O)C=1C=NC=C(C1)Cl)(F)F